IC1=NN(C2=CC(=CC=C12)SC1=C(C(=O)NC)C=CC=C1)C1OCCCC1 2-(3-iodo-1-tetrahydropyran-2-yl-indazol-6-yl)sulfanyl-N-methyl-benzamide